O(C1=CC=CC=C1)C1=NC(=NC=2CCCCC12)NS(=O)(=O)C1=CC=CC=C1 N-(4-phenoxy-5,6,7,8-tetrahydroquinazolin-2-yl)benzenesulfonamide